ClC1=CC=CC=2N1N=C(C2)[C@H]2N(CCC1=C2N=CN1)C(=O)C1=NC(=NN1C)C(F)F (S)-(4-(7-chloropyrazolo[1,5-a]pyridin-2-yl)-6,7-dihydro-1H-imidazo[4,5-c]pyridin-5(4H)-yl)(3-(difluoromethyl)-1-methyl-1H-1,2,4-triazol-5-yl)methanone